1-Methyl-2-(6-trifluoromethyl-benzothiazol-2-ylamino)-1H-benzoimidazole-5-carboxylic acid [3-(4-methyl-piperazin-1-yl)-3-oxo-propyl]-amide CN1CCN(CC1)C(CCNC(=O)C1=CC2=C(N(C(=N2)NC=2SC3=C(N2)C=CC(=C3)C(F)(F)F)C)C=C1)=O